2-Methoxy-6-(6-methoxy-4-((5-methyl-2-(tetrahydro-2H-pyran-4-yl)thiazol-4-yl)methoxy)benzofuran-2-yl)imidazo[2,1-b][1,3,4]thiadiazole COC1=NN2C(S1)=NC(=C2)C=2OC1=C(C2)C(=CC(=C1)OC)OCC=1N=C(SC1C)C1CCOCC1